C(CCCCCCC\C=C/C\C=C\C)(=O)O (Z,E)-9,12-tetradecadienoic acid